C(C)(=O)O[C@H]1[C@@H](O[C@]([C@H]1OCC1=CC=CC=C1)(C#N)COCC1=CC=CC=C1)OC(C)=O [(2S,3R,4S,5R)-2-acetoxy-4-benzyloxy-5-(benzyloxymethyl)-5-cyano-tetrahydrofuran-3-yl] acetate